C(C)(=O)N1CCC(CC1)OC1=C(C=C(C=C1)S(=O)(=O)CC)C=1C2=C(C(N(C1)C)=O)NC=C2 4-{2-[(1-acetylpiperidin-4-yl)oxy]-5-(ethylsulfonyl)phenyl}-6-methyl-1,6-dihydro-7H-pyrrolo[2,3-c]pyridin-7-one